3,4-dimethyl-8-[(3S)-3-[[2-(trifluoromethyl)-4-pyridinyl]oxy]pyrrolidin-1-yl]pyrimido[4',5':4,5]thieno[2,3-c]pyridazine CC1=C(C2=C(N=N1)SC1=C2N=CN=C1N1C[C@H](CC1)OC1=CC(=NC=C1)C(F)(F)F)C